3-[4-[4-(2-tert-butoxy-2-oxo-ethyl)-4-hydroxy-1-piperidinyl]-3-chloro-anilino]propionic acid C(C)(C)(C)OC(CC1(CCN(CC1)C1=C(C=C(NCCC(=O)O)C=C1)Cl)O)=O